4-bromo-6-chloro-5-(prop-1-en-2-yl)-1-(tetrahydro-2H-pyran-2-yl)-1H-indazole BrC1=C2C=NN(C2=CC(=C1C(=C)C)Cl)C1OCCCC1